C1(CCCC1)N1C(C=C(C2=C1N=C(N=C2)N2CCC1(CN(C1)C(C1=CC=C(C=C1)C1=NC3=CC(=CC(=C3C(N1)=O)OC)OC)=O)CC2)C)=O 8-cyclopentyl-2-(2-(4-(5,7-dimethoxy-4-oxo-3,4-dihydroquinazolin-2-yl)benzoyl)-2,7-diazaspiro[3.5]nonan-7-yl)-5-methylpyrido[2,3-d]pyrimidin-7(8H)-one